2-{4-[4-(4-Chloro-phenyl)-1-methyl-6-oxo-1,6-dihydro-pyridin-3-yl]-pyrazol-1-yl}-benzonitrile ClC1=CC=C(C=C1)C=1C(=CN(C(C1)=O)C)C=1C=NN(C1)C1=C(C#N)C=CC=C1